N-methylpropan-1-sulfonamid CNS(=O)(=O)CCC